CC1=C[C@@H]2[C@H](C(OC=3C=C(C=C(C23)O)CCCCCCCCCCCCC)=C)CC1 (6Ar,10aR)-9-methyl-6-methylidene-3-tridecyl-6a,7,8,10a-tetrahydrobenzo[c]chromen-1-ol